C(C=C)S(=O)(=O)C1=C(C(=C(C(=N1)N(CC1=CC=C(C=C1)OC)CC1=CC=C(C=C1)OC)F)C)C(F)(F)F 6-(Allylsulfonyl)-3-fluoro-N,N-bis(4-methoxybenzyl)-4-methyl-5-(trifluoromethyl)pyridin-2-amine